COC(=O)C1=CC=C(C=C1)C[NH3+] (4-(methoxycarbonyl)phenyl)methylammonium